CN1C=NC2=C1CCC2 1-methyl-1H,4H,5H,6H-cyclopenta[d]imidazol